3,4-methylenedioxybenzene C1OC=2C=CC=CC2O1